difluorophosphate P(=O)([O-])(F)F